6-(2-(2-methyl-6-(trifluoromethyl)pyrimidin-4-yl)-2,6-diazaspiro[3.4]octan-6-yl)-5-propyl-1-(tetrahydro-2H-pyran-2-yl)-1,5-dihydro-4H-pyrazolo[3,4-d]pyrimidin-4-one CC1=NC(=CC(=N1)N1CC2(C1)CN(CC2)C=2N(C(C1=C(N2)N(N=C1)C1OCCCC1)=O)CCC)C(F)(F)F